chloro-N-(2,2-difluorobenzo[d][1,3]dioxolan-5-yl)quinolin-2-amine ClC=1C(=NC2=CC=CC=C2C1)NC1=CC2=C(OC(O2)(F)F)C=C1